8-chloro-6-fluoro-N~2~-{2-methoxy-4-[(methylsulfonyl)methyl]phenyl}-7-(8-methyl-2,3-dihydro-1H-pyrido[2,3-b][1,4]oxazin-7-yl)quinazoline-2,5-diamine ClC1=C(C(=C(C=2C=NC(=NC12)NC1=C(C=C(C=C1)CS(=O)(=O)C)OC)N)F)C1=C(C2=C(OCCN2)N=C1)C